(1R,2S)-2-[1-(tert-butoxycarbonyl)-3-[(5-methoxy-2-methylpyridin-4-yl)amino]indazol-6-yl]-5'-methoxy-2'-oxospiro[cyclopropane-1,3'-indole]-1'-carboxylic acid tert-butyl ester C(C)(C)(C)OC(=O)N1C([C@@]2(C3=CC(=CC=C13)OC)[C@@H](C2)C2=CC=C1C(=NN(C1=C2)C(=O)OC(C)(C)C)NC2=CC(=NC=C2OC)C)=O